C(\C=C\C)(=O)SCCNC(CCNC([C@@H](C(COP(OP(OC[C@@H]1[C@H]([C@H]([C@@H](O1)N1C=NC=2C(N)=NC=NC12)O)OP(=O)(O)O)(=O)O)(=O)O)(C)C)O)=O)=O crotonyl-Coenzyme A